FC(C1(COC1)N1N=NC(=C1)C)F 1-(1-(3-difluoromethyl-3-oxetanyl)-1H-triazol-4-yl)-methane